N-(cis-3-((cis-4-phenylcyclohexyl)methoxy)piperidin-4-yl)methanesulfonamide C1(=CC=CC=C1)[C@H]1CC[C@H](CC1)CO[C@@H]1CNCC[C@@H]1NS(=O)(=O)C